O=C1NC(CCC1N1C(OC2=C1C=CC(=C2)C2CCN(CC2)C2CCN(CC2)C(=O)OC(C)(C)C)=O)=O tert-butyl 4-(3-(2,6-dioxopiperidin-3-yl)-2-oxo-2,3-dihydrobenzo[d]oxazol-6-yl)-[1,4'-bipiperidine]-1'-carboxylate